N-((1-methyl-3-oxo-3,5,6,7-tetrahydro-2H-cyclopenta[c]pyridin-4-yl)methyl)-5-nitrothiophene-2-carboxamide CC=1NC(C(=C2C1CCC2)CNC(=O)C=2SC(=CC2)[N+](=O)[O-])=O